C(C)(=O)OCCOC1=NC=CC=C1OC1=C(C=C(C(=C1)N1C(N(C(=CC1=O)C(F)(F)F)C)=O)F)Cl 2-[{3-(2-chloro-4-fluoro-5-(3-Methyl-2,6-dioxo-4-(trifluoromethyl)-3,6-dihydropyrimidin-1(2H)-yl)phenoxy)pyridin-2-yl}oxy]ethyl acetate